tert-butyl (1S,2S)-2-((S)-6-(2,5-difluorophenyl)-4-((3-(trifluoromethyl)phenyl)sulfonyl)-3,4-dihydro-2H-benzo[b][1,4]oxazin-2-yl)cyclopropane-1-carboxylate FC1=C(C=C(C=C1)F)C1=CC2=C(O[C@H](CN2S(=O)(=O)C2=CC(=CC=C2)C(F)(F)F)[C@@H]2[C@H](C2)C(=O)OC(C)(C)C)C=C1